9-(4-chloro-2-methyl-2H-indazol-5-yl)-5-(1,8-diazaspiro[4.5]decan-8-yl)-7H-imidazo[1,2-c]pyrrolo[3,2-e]pyrimidine ClC=1C2=CN(N=C2C=CC1C1=CNC2=C1C=1N(C(=N2)N2CCC3(CCCN3)CC2)C=CN1)C